NCCC=1C=CC(=NC1)C1=C(C=C(C#N)C=C1)CC=1N(N=C(C1)C1=NC=CC=C1)C 4-[5-(2-aminoethyl)pyridin-2-yl]-3-[(2-methyl-5-pyridin-2-ylpyrazol-3-yl)methyl]benzonitrile